C(C=C)(=O)N1CC(CCC1)N1C(C(=NC=2C=NC(=NC12)NC1=C(C=C(C=C1)N1CCN(CC1)C)OC)C1=CC=CC=C1)=O 8-(1-acryloyl-3-piperidinyl)-2-((2-methoxy-4-(4-methyl-1-piperazinyl)phenyl)amino)-6-phenyl-7(8H)pteridinone